2-(4-Bromo-3-cyano-pyrazol-1-yl)-pentanoic acid (5-bromo-pyrazin-2-yl)-amide BrC=1N=CC(=NC1)NC(C(CCC)N1N=C(C(=C1)Br)C#N)=O